(R)-1-(3-(2-(1-(2-(diethylamino)ethyl)-1H-pyrazol-ylamino)-7H-pyrrolo[2,3-d]pyrimidin-4-ylamino)piperidin-1-yl)prop-2-en-1-one C(C)N(CCN1N=C(C=C1)NC=1N=C(C2=C(N1)NC=C2)N[C@H]2CN(CCC2)C(C=C)=O)CC